(1R,3S,4R)-2-(7-chloro-1H-indole-2-carbonyl)-5,5-difluoro-N-((S,E)-4-fluoro-4-(methylsulfonyl)-1-((S)-2-oxopyrrolidin-3-yl)but-3-en-2-yl)-2-azabicyclo[2.2.2]octane-3-carboxamide ClC=1C=CC=C2C=C(NC12)C(=O)N1[C@H]2CC([C@@H]([C@H]1C(=O)N[C@@H](C[C@H]1C(NCC1)=O)\C=C(\S(=O)(=O)C)/F)CC2)(F)F